NCC1(CCC(CC1)SCC1=NC2=CC(=CC(=C2C(N1)=O)F)NC1CCCC1)F 2-(((trans-4-(aminomethyl)-4-fluorocyclohexyl)thio)methyl)-7-(cyclopentylamino)-5-fluoroquinazolin-4(3H)-one